6-fluoro-7-(2-fluoro-4-methoxyphenyl)-4-(piperazin-1-yl)quinolin-2(1H)-one FC=1C=C2C(=CC(NC2=CC1C1=C(C=C(C=C1)OC)F)=O)N1CCNCC1